1-(4-hydroxyphenyl)piperazine OC1=CC=C(C=C1)N1CCNCC1